C(C)N1CCN(CC1)C=1C=CC(=NC1)NC1=NC=CC(=N1)OCC1CCCCC1 4-(((2-((5-(4-ethyl-piperazin-1-yl)pyridin-2-yl)amino)pyrimidin-4-yl)oxy)methyl)cyclohexan